[Cl-].C(C1CO1)[N+](CC)(C)C N-glycidyl-N,N-dimethyl-N-ethyl-ammonium chloride